(5S)-5-(trifluoromethyl)-4,5,6,7-tetrahydro-1H-indazole-3-carboxylic acid FC([C@@H]1CC=2C(=NNC2CC1)C(=O)O)(F)F